1-(4-(2-cyanoprop-2-yl)benzyl)-5-propyl-1H-imidazole-4-carboxylic acid ethyl ester C(C)OC(=O)C=1N=CN(C1CCC)CC1=CC=C(C=C1)C(C)(C)C#N